4-(4-fluorophenyl)-2,5-dimethyl-1H-pyrrole-3-carboxylic acid ethyl ester C(C)OC(=O)C1=C(NC(=C1C1=CC=C(C=C1)F)C)C